FC1=C(CC2=NC3=C(N2C[C@H]2OCC2)C=C(C=C3)C(=O)O)C=C(C(=C1)C1=NC(=CC=C1)OCC1=NN(C=C1)C=1C=NN(C1)C)F (S)-2-(2,5-difluoro-4-(6-((1'-methyl-1'H-[1,4'-bipyrazol]-3-yl)methoxy)pyridin-2-yl)benzyl)-1-(oxetan-2-ylmethyl)-1H-benzo[d]imidazole-6-carboxylic acid